[4-(2-methyl-3-pyridyl)thiazol-2-yl]-5-morpholino-pyridine-2-carboxamide CC1=NC=CC=C1C=1N=C(SC1)C=1C(=NC=C(C1)N1CCOCC1)C(=O)N